COC(=O)C1CN(C1)CC1=CC=C(C=C1)C1=NOC(C1)C1=CC=C(C=C1)CC 1-(4-(5-(4-ethylphenyl)-4,5-dihydroisoxazol-3-yl)benzyl)azetidine-3-carboxylic acid methyl ester